O=C(CCCCC(=O)O)OC(CCCCCC=C)CCCCCC=C 6-Oxo-6-(pentadeca-1,14-dien-8-yloxy)hexanoic acid